C1(CC1)C1=NC=NC(=C1C=1N=C(C2=C(N1)CN(C2)C)OCC2=CC=C(C=C2)C=2N(C=C(N2)C(F)(F)F)C)OC 2-(4-cyclopropyl-6-methoxy-pyrimidin-5-yl)-6-methyl-4-[[4-[1-methyl-4-(trifluoromethyl)imidazol-2-yl]phenyl]methoxy]-5,7-dihydropyrrolo[3,4-d]pyrimidine